NCCC=1C(N(C=CC1)C(C(=O)OCC)CC(C)C)=O ethyl 2-(3-(2-aminoethyl)-2-oxopyridin-1(2H)-yl)-4-methylpentanoate